FC=1C=C2C=3[C@H](CCCC3N(C2=CC1)S(=O)(=O)C1=CC=C(C)C=C1)N[S@](=O)C(C)(C)C (R)-N-((S)-6-fluoro-9-p-toluenesulfonyl-2,3,4,9-tetrahydro-1H-carbazol-4-yl)-2-methylpropan-2-sulfinamide